FC1=C(C(=C(C(=C1F)F)F)F)[B-](C1=C(C(=C(C(=C1F)F)F)F)F)(C1=C(C(=C(C(=C1F)F)F)F)F)C1=C(C(=C(C(=C1F)F)F)F)F.C(CCCCCCCCCCCCCCCCC)[NH+](CCCCCCCCCCCC)C1=C(C=CC=C1)C N-octadecyl-N-dodecyl-tolyl-ammonium [tetra(perfluorophenyl) borate]